CO[C@@H]1C[C@H]2CC(CN2C1)=C (2r,7ar)-2-methoxy-6-methylenetetrahydro-1H-pyrrolizin